5-Fluoro-7-[8-(1H-imidazol-1-yl)-2-methylimidazo[1,2-b]pyridazin-6-yl]-3-(piperidin-4-yl)cinnoline FC1=C2C=C(N=NC2=CC(=C1)C=1C=C(C=2N(N1)C=C(N2)C)N2C=NC=C2)C2CCNCC2